(7S,8aS)-7-Amino-1-oxo-1,6,7,8,8a,9-hexahydro-pyrrolo[1',2':3,4]imidazo[1,2-c]pyrimidin N[C@H]1C[C@@H]2N(C=3N(C(N=CC3)=O)C2)C1